C1(CC1)CC1=C(C(=NN1C=1SC=C(N1)C(=O)O)C1=CC(=C(C=C1)F)OC1=CC=C(C=C1)C)CC1=CC(=C(C=C1)S(N)(=O)=O)F 2-(5-(cyclopropylmethyl)-3-(4-fluoro-3-(p-tolyloxy)phenyl)-4-(3-fluoro-4-sulfamoylbenzyl)-1H-pyrazol-1-yl)thiazole-4-carboxylic acid